C(#N)C=1C(=NC(=C(C1CC)C#N)N1CCC(CC1)N1CC(C1)OC)SC(C(=O)N)C1=CC=CC=C1 2-((3,5-dicyano-4-ethyl-6-(4-(3-methoxyazetidin-1-yl)piperidin-1-yl)pyridin-2-yl)thio)-2-phenylacetamide